Benzhydryl-D-serine C(C1=CC=CC=C1)(C1=CC=CC=C1)N[C@H](CO)C(=O)O